C(C(=C)C)(=O)NC(C(=O)[O-])O methacrylamidoglycolate